C(#N)C1=C(SC=2CN(CCC21)CC2=C(C=CC=C2)OC)NC(CC2=CC=C(C=C2)S(N)(=O)=O)=O N-(3-Cyano-6-(2-methoxybenzyl)-4,5,6,7-tetrahydrothieno[2,3-c]pyridin-2-yl)-2-(4-sulfamoylphenyl)acetamid